N-(2-fluorophenyl)-N'-[2-methoxy-5-(trifluoromethyl)phenyl]urea COC1=C(C=C(C=C1)C(F)(F)F)NC(=O)NC2=CC=CC=C2F